ClC=1C(=NC(=C(C(=O)O)C1C)OC=1C(=NC(=CC1)F)C)C(F)(F)F 5-chloro-2-((6-fluoro-2-methylpyridin-3-yl)oxy)-4-methyl-6-(trifluoromethyl)nicotinic acid